CC(=C=CC)CC 4-methyl-2,3-hexadiene